1-methyl-3-(oct-4-en-4-yl)pyridine-2(1H)-one CN1C(C(=CC=C1)C(CCC)=CCCC)=O